bis(4-(2-aminophenoxy) phenyl) sulfone NC1=C(OC2=CC=C(C=C2)S(=O)(=O)C2=CC=C(C=C2)OC2=C(C=CC=C2)N)C=CC=C1